C1(=CC=CC=C1)P(C(=O)C1=CC=CC2=CC=CC=C12)(C(=O)C1=CC=CC2=CC=CC=C12)=O phenylbis(1-naphthoyl)phosphine oxide